(1R,2R)-binaphthyl-diamine C1(=C(C(=CC2=CC=CC=C12)N)N)C1=CC=CC2=CC=CC=C12